tert-butyl 4-((((S)-1-(((S)-1-hydroxy-3-((S)-2-oxopyrrolidin-3-yl) propan-2-yl) amino)-4-methyl-1-oxopentan-2-yl)carbamoyl)oxy)-3,4-dihydroquinoline-1(2H)-carboxylate OC[C@H](C[C@H]1C(NCC1)=O)NC([C@H](CC(C)C)NC(=O)OC1CCN(C2=CC=CC=C12)C(=O)OC(C)(C)C)=O